1,3-dimethyl-4-vinylbenzene CC1=CC(=C(C=C1)C=C)C